bicyclo[6.1.0]non-3-yne C12CC#CCCCC2C1